(4-amino-1-methylimidazo[1,5-a]pyrido[3,4-e]pyrazin-8-yl)((3R,4aS,9bS)-6-fluoro-3-methyl-7-(trifluoromethyl)-3,4,4a,9b-tetrahydrobenzofuro[3,2-b]pyridin-1(2H)-yl)methanone NC=1C=2N(C3=C(N1)C=NC(=C3)C(=O)N3[C@@H]1[C@H](C[C@H](C3)C)OC3=C1C=CC(=C3F)C(F)(F)F)C(=NC2)C